n-butylaspartamide C(CCC)N[C@@H](CC(=O)N)C(=O)N